6-methylamino-2-methylheptene CC(CCC=C(C)C)NC